2-(1,3-diallyl-5-cyano-1H-indol-2-yl)acetic acid ethyl ester C(C)OC(CC=1N(C2=CC=C(C=C2C1CC=C)C#N)CC=C)=O